C(C1=CC=CC=C1)NC(C(C(=O)N[C@@H](CC1=CC=C(C=C1)C)B(O)O)C)=O ((1R)-1-(3-(benzylamino)-2-methyl-3-oxopropanamido)-2-(p-tolyl)ethyl)boronic acid